2-bromo-4-methyl-1-(trifluoromethyl)benzene BrC1=C(C=CC(=C1)C)C(F)(F)F